FC=1C(=NC=C(C=O)C1)C1=C2CCNC2=CC=C1 5-fluoro-6-(indolin-4-yl)nicotinaldehyde